NC=1CC(=CC2=C(N1)N=C(C=C2)C(=O)NC=2C=NC=1CCNCC1C2)C(=O)N(CCC)CCO 8-amino-N6-(2-hydroxyethyl)-N6-n-propyl-N2-(5,6,7,8-tetrahydro-1,6-naphthyridin-3-yl)-7H-pyrido[2,3-b]azepine-2,6-dicarboxamide